FC1=C(C=C(C(=C1)N1C[C@H](N([C@H](C1)C)C)C)NC(=O)C1=CNC(C=C1C(F)(F)F)=O)C=1CCNCC1 4-[2-fluoro-5-[[6-oxo-4-(trifluoromethyl)-1H-pyridin-3-carbonyl]amino]-4-[(3R,5S)-3,4,5-trimethylpiperazin-1-yl]phenyl]-3,6-dihydro-2H-pyridin